ClC=1NC(C2=C(N1)C=NN2C\C=C\COCCOC)=O (E)-5-chloro-1-(4-(2-methoxyethoxy)but-2-en-1-yl)-1H-pyrazolo[4,3-d]pyrimidin-7(6H)-one